Tricyclo[2.2.2.02,6]octan C12C3CC(CC31)CC2